3,3,6,6,9,9-hexamethyl-1,2,4,5-tetraoxocyclononane CC1(C(C(C(CCC(C(C1=O)=O)(C)C)(C)C)=O)=O)C